N1(CCC1)C=1C=C2C(=CN1)O[C@]1(CN([C@H](C1)C)CC1=CN=C(S1)NC(C)=O)C2 N-(5-(((2r,5's)-5-(azetidin-1-yl)-5'-methyl-3H-spiro[furo[2,3-c]pyridin-2,3'-pyrrolidin]-1'-yl)methyl)thiazol-2-yl)acetamide